[2-fluoro-4-(2-trimethylsilylethynyl)phenyl]methanol FC1=C(C=CC(=C1)C#C[Si](C)(C)C)CO